4-bromo-5-cyclopropylsulfonyl-3-(difluoromethoxy)-1-trityl-indazole BrC1=C2C(=NN(C2=CC=C1S(=O)(=O)C1CC1)C(C1=CC=CC=C1)(C1=CC=CC=C1)C1=CC=CC=C1)OC(F)F